2-(sec-butyl-(2-(5-fluoro-1H-indol-3-yl)ethyl)amino)acetonitrile C(C)(CC)N(CC#N)CCC1=CNC2=CC=C(C=C12)F